5-chloro-N-(2,4-difluoro-3-(2-((1-methylpiperidin-4-yl)amino)quinazolin-6-yl)phenyl)-3-hydroxy-2,3-dihydrobenzofuran-7-sulfonamide ClC=1C=C(C2=C(C(CO2)O)C1)S(=O)(=O)NC1=C(C(=C(C=C1)F)C=1C=C2C=NC(=NC2=CC1)NC1CCN(CC1)C)F